The molecule is a steroid ester that is the 3-acetyl derivative of gitoxigenin. It is a 14beta-hydroxy steroid, a 16beta-hydroxy steroid and a steroid ester. It derives from a gitoxigenin. CC(=O)O[C@H]1CC[C@]2([C@@H](C1)CC[C@@H]3[C@@H]2CC[C@]4([C@@]3(C[C@@H]([C@@H]4C5=CC(=O)OC5)O)O)C)C